1'-[3-chloro-2-(trifluoromethyl)phenyl]-2-(2-ethoxypyridin-3-yl)-7-[1-(2-hydroxyethyl)pyrrolidin-3-yl]spiro[6H-1,7-naphthyridine-5,4'-piperidine]-8-one ClC=1C(=C(C=CC1)N1CCC2(CC1)C=1C=CC(=NC1C(N(C2)C2CN(CC2)CCO)=O)C=2C(=NC=CC2)OCC)C(F)(F)F